N[C@@H](CCC(=O)[O-])C(=O)[O-].[Na+].C(CCCCCCCCC)(=O)O.[Na+] decanoic acid sodium glutamate